OC(C)(C)C1=CC=C(C=C)C=C1 4-(2-hydroxy-2-propyl)styrene